(S)-2-(((6-(1-(4-fluorobenzyl)-1H-pyrazole-4-carbonyl)-2,6-diazaspiro[3.4]octan-8-yl)methoxy)methyl)-6-(4-(trifluoromethyl)cyclohexyl)benzoic acid TFA salt OC(=O)C(F)(F)F.FC1=CC=C(CN2N=CC(=C2)C(=O)N2CC3(CNC3)[C@@H](C2)COCC2=C(C(=O)O)C(=CC=C2)C2CCC(CC2)C(F)(F)F)C=C1